C(=O)(O)[C@@H]([C@H](C(=O)[O-])O)O (2R,3R)-3-carboxyl-2,3-dihydroxypropionate